FC=1C=C2C(C(=CN3C2=C(C1F)OCC3)CN([C@@H]3CN(CCC3)C=3C=NC(=CC3)[N+](=O)[O-])CC3=CC(=NC=C3)C)=O (S)-9,10-difluoro-6-((((2-methylpyridin-4-yl)methyl)(1-(6-nitropyridin-3-yl)piperidin-3-yl)amino)methyl)-2,3-dihydro-7H-[1,4]oxazino[2,3,4-ij]quinolin-7-one